FC(N1N=C(C=C1)C=1C(=C2C(=NC1)N(C=C2)COCC[Si](C)(C)C)N[C@H]2CN(C[C@H](C2)C)C(=O)OCC2=CC=CC=C2)F benzyl (3R,5S)-3-((5-(1-(difluoromethyl)-1H-pyrazol-3-yl)-1-((2-(trimethylsilyl) ethoxy)methyl)-1H-pyrrolo[2,3-b]pyridin-4-yl)amino)-5-methylpiperidine-1-carboxylate